CC1=NC(=NO1)C1=CC=C2C=CN=C(C2=C1)NC1CC(C1)C(=O)O 3-[[7-(5-methyl-1,2,4-oxadiazol-3-yl)-1-isoquinolyl]-amino]cyclobutanecarboxylic acid